BrC1=C(C=C(C=C1)OC1=CC=C(C=C1)Cl)Cl bromo-2-chloro-4-(4-chlorophenoxy)benzene